ClC1=C(C(=CC=C1)Cl)C=1N=C2C=3C=C(C=NC3C=CN2C1C)C=1C=NN(C1)[C@@H]1CNCC1 (S)-2-(2,6-Dichlorophenyl)-3-methyl-9-(1-(pyrrolidin-3-yl)-1H-pyrazol-4-yl)imidazo[2,1-f][1,6]naphthyridine